CC1=CC(=C(C=C1)C(C=1OC(=CC1)C)NC(=O)CC=1C=NC(=NC1)N1CCC(CC1)C(=O)OC)N1CCCCC1 Methyl 1-{5-[({[4-methyl-2-(piperidin-1-yl)phenyl](5-methylfuran-2-yl)methyl}carbamoyl)methyl]pyrimidin-2-yl}piperidin-4-carboxylat